CN(CCN1C2=C(C3=CC=C(C=C13)O)C=CN=C2C(F)(F)F)C 9-(2-(dimethylamino)ethyl)-1-(trifluoromethyl)-9H-pyrido[3,4-b]indol-7-ol